Ethyl 2-(4-benzyl-2,5-dioxo-1-(p-tolyl)-2,5-dihydro-1H-pyrrol-3-yl)acetate C(C1=CC=CC=C1)C1=C(C(N(C1=O)C1=CC=C(C=C1)C)=O)CC(=O)OCC